F[C@@H]1[C@H](C1)C(=O)NC1=CC=C2C(=N1)N(C=C2C=2C=C1C(=NC2OC)N(C=C1)COCC[Si](C)(C)C)COCC[Si](C)(C)C (1R,2S)-2-fluoro-N-(6'-methoxy-1,1'-bis((2-(trimethylsilyl)ethoxy)methyl)-1H,1'H-[3,5'-bipyrrolo[2,3-b]pyridin]-6-yl)cyclopropane-1-carboxamide